CC=1C=C(C=C(C1N)C)CC1=CC(=C(C(=C1)C)N)C bis(3,5-dimethyl-4-aminophenyl)methane